CC(/C=C/C=1C(C(=C(N(C1C)C)C)C(=O)N)=O)(C)C 5-[(E)-3,3-dimethylbut-1-enyl]-1,2,6-trimethyl-4-oxopyridine-3-carboxamide